N-{2-fluoro-3-[6-oxo-4-(trifluoromethyl)-1,6-dihydropyrimidin-2-yl]-4-(trifluoromethyl)benzyl}-1-(4-methylphenyl)piperidine-4-carboxamide FC1=C(CNC(=O)C2CCN(CC2)C2=CC=C(C=C2)C)C=CC(=C1C=1NC(C=C(N1)C(F)(F)F)=O)C(F)(F)F